tert-butyl N-[6-(2-allylphenoxy)-2-[5-[1-hydroxy-1-(trifluoromethyl)but-3-enyl]-1,3,4-oxadiazol-2-yl]-5-(trifluoromethyl)-3-pyridyl]carbamate C(C=C)C1=C(OC2=C(C=C(C(=N2)C=2OC(=NN2)C(CC=C)(C(F)(F)F)O)NC(OC(C)(C)C)=O)C(F)(F)F)C=CC=C1